(7,7-dimethyl-2-oxobicyclo[2.2.1]hept-1-yl)methanesulfonic acid CC1(C2(C(CC1CC2)=O)CS(=O)(=O)O)C